boron tris(trifluoroacetate) FC(C(=O)[O-])(F)F.FC(C(=O)[O-])(F)F.FC(C(=O)[O-])(F)F.[B+3]